C1C(CC12CCNCC2)N2C=NC1=CC=C(C=C1C2=O)OC=2C(=C(C=CC2F)C2(CCCC2)S(=O)(=O)N)C#N [3-[3-(7-azaspiro[3.5]nonan-2-yl)-4-oxo-quinazolin-6-yl]oxy-2-cyano-4-fluoro-phenyl]cyclopentanesulfonamide